3-[(3R)-4,4-difluorotetrahydrofuran-3-yl]-1-[(1S)-2-hydroxy-1-(4-pyridyl)ethyl]-1-methyl-urea FC1([C@@H](COC1)NC(N(C)[C@H](CO)C1=CC=NC=C1)=O)F